C(C)(C)(C)OC(=O)N1[C@@H]([C@H](CC1)OS(=O)(=O)C)COS(=O)(=O)C (2R,3S)-3-(methylsulfonyloxy)-2-((methylsulfonyloxy)methyl)pyrrolidine-1-carboxylic acid tert-butyl ester